2-{[(3s)-3-(1H-indazol-3-yl)piperidin-1-yl]methyl}phenol N1N=C(C2=CC=CC=C12)[C@@H]1CN(CCC1)CC1=C(C=CC=C1)O